BrC=1C=C2C=3N(C4=NN=C(N4C3C=NC2=CC1)CC)C1=CC=C(C=C1)C(C#N)(C)C 2-(4-{4-bromo-12-ethyl-8,11,13,14,16-pentaazatetracyclo-[8.6.0.02,7.011,15]Hexadec-1(10),2,4,6,8,12,14-heptaene-16-yl}phenyl)-2-methylpropanenitrile